2-(6-(methoxycarbonyl)pyridin-3-yl)-2,4,6,7-tetrahydro-5H-pyrazolo[4,3-c]pyridine-5-carboxylic acid tert-butyl ester C(C)(C)(C)OC(=O)N1CC=2C(CC1)=NN(C2)C=2C=NC(=CC2)C(=O)OC